3-diphenylphosphinobenzenesulfonic acid sodium salt [Na+].C1(=CC=CC=C1)P(C=1C=C(C=CC1)S(=O)(=O)[O-])C1=CC=CC=C1